(R)-(4-(4-(difluoromethyl)pyrazolo[1,5-a]pyridin-2-yl)-6,7-dihydro-1H-imidazo[4,5-c]pyridin-5(4H)-yl)(5-(pyrazin-2-yl)-1,3,4-oxadiazol-2-yl)methanone FC(C=1C=2N(C=CC1)N=C(C2)[C@@H]2N(CCC1=C2N=CN1)C(=O)C=1OC(=NN1)C1=NC=CN=C1)F